N-(4-hydroxy-3-(methylsulfonyl)phenyl)-4-(4-(trifluoromethoxy)phenylethoxy)benzamide OC1=C(C=C(C=C1)NC(C1=CC=C(C=C1)OCCC1=CC=C(C=C1)OC(F)(F)F)=O)S(=O)(=O)C